(S)-6-(3-fluorophenethyl)-10,10a-dihydro-1H-oxazolo[3',4':3,4]imidazo[1,2-c]pyrimidin-8(3H)-one FC=1C=C(CCC=2C=C3N(C(N2)=O)C[C@@H]2N3COC2)C=CC1